FC=1C=C(C=C(C1)OC)B(O)O 3-fluoro-5-methoxyphenylboronic acid